1-(4-(2-chlorobenzyl)-3,4-dihydroquinoxaline-1(2H)-yl)-2-(pyrrolidin-1-yl)propan-1-one ClC1=C(CN2CCN(C3=CC=CC=C23)C(C(C)N2CCCC2)=O)C=CC=C1